N[C@@H]1CN(CC[C@H]1F)C1=NC2=C(N1CC=1N=CC(=NC1)C#N)C=C(C=C2F)F 5-((2-((3R,4R)-3-Amino-4-fluoro-1-piperidinyl)-4,6-difluoro-1H-benzimidazol-1-yl)methyl)-2-pyrazincarbonitril